N-(4-((1R,5S)-6-(4-ethoxyphenyl)-9,9-dimethyl-3,6-diazabicyclo[3.2.2]nonan-3-yl)phenyl)acetamide C(C)OC1=CC=C(C=C1)N1[C@@H]2CN(C[C@H](C1)CC2(C)C)C2=CC=C(C=C2)NC(C)=O